ClC=1C=C2C(C(=CN(C2=NC1)C1=C(C=C(C=C1)F)F)C(=O)O)=O 6-chloro-1-(2,4-difluorophenyl)-4-oxo-1,4-dihydro-1,8-naphthyridine-3-carboxylic acid